3-(2,6-dioxo-3-piperidyl)-2-oxo-1,3-benzoxazole-7-sulfonyl fluoride O=C1NC(CCC1N1C(OC2=C1C=CC=C2S(=O)(=O)F)=O)=O